O([C@H]1[C@H](O)[C@@H](O)[C@@H](O)[C@H](O1)CO)C1=CC=C(C=C1)C(=O)NN p-Hydrazinecarbonylphenyl β-D-galactopyranoside